1-[2-(5-methyl-2-oxo-2,3-dihydro-1,3,4-oxadiazol-3-yl)acetyl]pyrrolidine-2-carboxamide CC1=NN(C(O1)=O)CC(=O)N1C(CCC1)C(=O)N